NC1=CC=C(C(=N1)/C=C/C(=O)OC)Cl (E)-Methyl 3-(6-amino-3-chloropyridin-2-yl)acrylate